C(C)C=1C=CC(=C(C1)S(=O)(=O)NC1=NOC2=C1C=C(C=C2)C)OC 5-Ethyl-2-methoxy-N-(5-methylbenzo[d]isoxazol-3-yl)benzenesulfonamide